CN(CC(C1=CC(=CC=C1)C(F)(F)F)N1C(C=C(C=C1)C1=CN(C2=NC=C(C=C21)N2CCOCC2)S(=O)(=O)C2=CC=C(C)C=C2)=O)C 1-(2-(dimethylamino)-1-(3-(trifluoromethyl)phenyl)ethyl)-4-(5-morpholino-1-tosyl-1H-pyrrolo[2,3-b]pyridin-3-yl)pyridin-2(1H)-one